(S)-8-((3-(benzyloxy)-2-(1H-1,2,3-triazol-1-yl)propyl)thio)-7-chloro-6-(trifluoromethyl)quinazoline-2,4-diol C(C1=CC=CC=C1)OC[C@@H](CSC=1C(=C(C=C2C(=NC(=NC12)O)O)C(F)(F)F)Cl)N1N=NC=C1